di(3,4-epoxy-6-methylcyclohexylmethyl)hexanedioate CC1CC2C(CC1COC(CCCCC(=O)OCC1CC3C(CC1C)O3)=O)O2